BrC1=CN=C(N(C1=O)CC(=O)OCCCC)C1=CC=CC=C1 butyl 2-(5-bromo-6-oxo-2-phenyl-pyrimidin-1-yl)acetate